N,N-dimethyl-trifluoroacetamide CN(C(C(F)(F)F)=O)C